N1C[C@@H](CC1)O (3R)-tetrahydropyrrol-3-ol